N-(6-bromothiazolo[4,5-b]pyridin-2-yl)-N-(2,4-dimethoxybenzyl)-4-(((1S,2S)-2-(dimethylamino)cyclohexyl)amino)-2-fluorobenzenesulfonamide BrC=1C=C2C(=NC1)N=C(S2)N(S(=O)(=O)C2=C(C=C(C=C2)N[C@@H]2[C@H](CCCC2)N(C)C)F)CC2=C(C=C(C=C2)OC)OC